N1(CCNCC1)C1=CC=C(C=N1)CC(=O)OC methyl 2-[6-(piperazin-1-yl)pyridin-3-yl]acetate